4-(5-methyl-2-(phenylamino)pyrimidin-4-yl)oxazole-2-carboxylic acid CC=1C(=NC(=NC1)NC1=CC=CC=C1)C=1N=C(OC1)C(=O)O